N1=C(C=CC=C1)COC1=NC=CC(=C1)C1=CC=2C(=NC=CC2C=2C=C3C(=NNC3=CC2)N)N1 5-(2-(2-(Pyridin-2-ylmethoxy)pyridin-4-yl)-1H-pyrrolo[2,3-b]pyridin-4-yl)-1H-indazol-3-amine